C1(=CC=CC=2OC3=C(C21)C=CC=C3)C=3C(=C(C=CC3)C3=CC=CC=C3)C3=NN=NC(=C3C3=CC=CC=C3)C3=CC=CC=C3 (dibenzofuranyl)(diphenyltriazinyl)biphenyl